4-(2-(benzyloxy)ethoxy)-2-methoxybenzoyl chloride C(C1=CC=CC=C1)OCCOC1=CC(=C(C(=O)Cl)C=C1)OC